Decyl 3,4-dichlorobenzoate ClC=1C=C(C(=O)OCCCCCCCCCC)C=CC1Cl